tert-butyl N-[[1-[1-(2,6-dioxo-3-piperidyl)indolin-4-yl]azetidin-3-yl]methyl]-N-methyl-carbamate O=C1NC(CCC1N1CCC2=C(C=CC=C12)N1CC(C1)CN(C(OC(C)(C)C)=O)C)=O